NC1=C(C=CC(=C1)N)C1=NC=NC=N1 2,4-diamino-phenyl-1,3,5-triazine